(Z)-3-fluoro-4-(4-(1-methyl-1H-pyrazol-5-yl)-6-(trifluoromethyl)-1H-benzo[d]imidazole-1-yl)but-2-en-1-yl-amine hydrochloride Cl.F\C(=C/CN)\CN1C=NC2=C1C=C(C=C2C2=CC=NN2C)C(F)(F)F